BrC=1C=CC(=NC1)CN1N=C2N(CCCC2)C1=O (5S)-2-[(5-Bromopyridin-2-yl)methyl]-3-oxo-2,3,5,6,7,8-hexahydro[1,2,4]triazolo[4,3-a]pyridin